FC=1C(=CC=2C3=C(N=NC2C1)N(C(N3C3CCOCC3)=O)C)C=3C=NC(=CC3)OCCCO 7-fluoro-8-(6-(3-hydroxypropoxy)pyridin-3-yl)-3-methyl-1-(tetrahydro-2H-pyran-4-yl)-1H-imidazo[4,5-C]cinnolin-2(3H)-one